IC1=CN([C@H]2C[C@H](O)[C@@H](CO[Si](C)(C)C(C)(C)C)O2)C=2N=C(NC(C12)=O)N 7-deaza-7-iodo-5'-O-tert-butyldimethylsilyl-2'-deoxyguanosine